tert-butyl 3-cyclopentylpyrrolidine-1-carboxylate C1(CCCC1)C1CN(CC1)C(=O)OC(C)(C)C